COC1=C(C=CC(=C1)OC)CNC1=NC=CC2=C(C=CC=C12)NCC12CN(C(C1)(C2)CO)C(=O)OCC2=CC=CC=C2 benzyl 4-[[[1-[(2,4-dimethoxyphenyl)methylamino]-5-isoquinolyl]amino]methyl]-1-(hydroxymethyl)-2-azabicyclo[2.1.1]hexane-2-carboxylate